Cl.NCCCCCCCCCCCCC1=CC=C(NC2C(NC(CC2)=O)=O)C=C1 3-[4-(12-aminododecyl)anilino]piperidine-2,6-dione hydrochloride